N-{[(9H-fluoren-9-ylmethyl)oxy]carbonyl}-L-serine butyl ester C(CCC)OC([C@@H](NC(=O)OCC1C2=CC=CC=C2C=2C=CC=CC12)CO)=O